S1C=NC2=C1C=C(C=C2)C=2C(=CC(=C(C2)NC(=O)C2=C(N(C(C=C2)=O)C)C(F)F)N2C[C@H](N([C@H](C2)C)C)C)F N-[5-(1,3-benzothiazol-6-yl)-4-fluoro-2-[(3R,5S)-3,4,5-trimethylpiperazin-1-yl]phenyl]-z-(difluoromethyl)-1-methyl-6-oxopyridine-3-carboxamide